6-[2-(5-chloro-2-fluoro-phenyl)imidazo[1,2-a]pyridin-3-yl]-3-(1H-pyrazol-4-yl)quinoline ClC=1C=CC(=C(C1)C=1N=C2N(C=CC=C2)C1C=1C=C2C=C(C=NC2=CC1)C=1C=NNC1)F